C1(CCC1)CN(C(OC(C)(C)C)=O)[C@H]1CN[C@H](CC1)C tert-butyl N-(cyclobutylmethyl)-N-[(3R,6S)-6-methyl-3-piperidyl]carbamate